4-(4-chlorobenzyl)-N-hydroxy-3,4-dihydro-2H-benzo[b][1,4]oxazine-6-carboxamide ClC1=CC=C(CN2C3=C(OCC2)C=CC(=C3)C(=O)NO)C=C1